N[C@H]1C2N(CC1CC2)C(=O)C2=CC1=C(N(C(=N1)C1=CC=3C(=NC(=CC3)C3=CC(=C(C(=C3)C)O)OC)N1CC1CC1)C)C(=C2)OC 4-(2-{5-[(7R)-7-amino-2-azabicyclo[2.2.1]heptane-2-carbonyl]-7-methoxy-1-methyl-1H-1,3-benzodiazol-2-yl}-1-(cyclopropylmethyl)-1H-pyrrolo[2,3-b]pyridin-6-yl)-2-methoxy-6-methylphenol